(6-((5-chloro-2-((6-(3-(dimethylamino)pyrrolidin-1-yl)-2-methoxypyridin-3-yl)amino)pyrimidine-4-yl)amino)quinoxalin-5-yl)dimethylphosphine oxide ClC=1C(=NC(=NC1)NC=1C(=NC(=CC1)N1CC(CC1)N(C)C)OC)NC=1C(=C2N=CC=NC2=CC1)P(C)(C)=O